ClC=1C2=CN(N=C2C=CC1C1=NNC2=NC(=CN=C21)N2C[C@@H]1[C@]([C@@H]1CC2)(C2=C(C=CC(=C2)F)F)CN)C ((1S,6R,7R)-3-(3-(4-chloro-2-methyl-2H-indazol-5-yl)-1H-pyrazolo[3,4-b]pyrazin-6-yl)-7-(2,5-difluorophenyl)-3-azabicyclo[4.1.0]heptan-7-yl)methanamine